1-((1H-pyrazol-3-yl)methyl)-3-(3-chloro-4-fluorophenyl)-1-(4-methoxyphenyl)urea N1N=C(C=C1)CN(C(=O)NC1=CC(=C(C=C1)F)Cl)C1=CC=C(C=C1)OC